(R)-3-(6-((4-(2-(4-chloro-2-fluorophenyl)-2-methylbenzo[d][1,3]dioxol-4-yl)piperidin-1-yl)methyl)-5-(2-methoxyethyl)pyridin-3-yl)-5-(trifluoromethyl)-1,2,4-oxadiazole β-nitroacrylate [N+](=O)([O-])C=CC(=O)O.ClC1=CC(=C(C=C1)[C@]1(OC2=C(O1)C=CC=C2C2CCN(CC2)CC2=C(C=C(C=N2)C2=NOC(=N2)C(F)(F)F)CCOC)C)F